BrC1=CC=2C(C3=CC(=CC=C3C2C=C1)Br)(CCCCCCCCCC)CCCCCCCCCC 2,7-dibromo-9,9-didecylfluorene